(tetramethylcyclopentadienyl)(cyclopentadienyl)zirconium CC=1C(=C(C(C1)(C)[Zr]C1C=CC=C1)C)C